(2R,3S,4S)-4-hydroxy-2-(4-methoxybenzyl)pyrrolidin-3-yl (2-(1-aminocyclopropyl)ethyl)carbamate NC1(CC1)CCNC(O[C@H]1[C@H](NC[C@@H]1O)CC1=CC=C(C=C1)OC)=O